3-((3R,4S)-4-((5-(1-(2,2-difluoroethyl)-1H-benzo[d][1,2,3]triazol-6-yl)-4-methoxypyrrolo[2,1-f][1,2,4]triazin-2-yl-7-d)amino)-3-fluoropiperidin-1-yl)oxetan-3-carbonitrile FC(CN1N=NC2=C1C=C(C=C2)C=2C=C(N1N=C(N=C(C12)OC)N[C@@H]1[C@@H](CN(CC1)C1(COC1)C#N)F)[2H])F